O=C1N(CC2=CC(=CC=C12)O[C@H]1[C@@H](CCCC1)N1CC(C1)C=1C=NC(=CC1)C(F)(F)F)N1C(CCCC1=O)=O (1-oxo-5-(((trans)-2-(3-(6-(trifluoromethyl)pyridin-3-yl)azetidin-1-yl)cyclohexyl)-oxy)isoindolin-2-yl)piperidine-2,6-dione